2-(2-(4-methylpiperazin-1-yl)ethyl)-N4-pyridin-4-yl-N6-thiophen-2-ylmethyl-1,3,5-triazine-2,4,6-triamine CN1CCN(CC1)CCC1(NC(=NC(=N1)NC1=CC=NC=C1)NCC=1SC=CC1)N